4-amino-7-fluoro-N-(2-fluoro-4-(trifluoromethyl)benzyl)-N-(1-methyl-1H-pyrazol-3-yl)imidazo[1,5-a]quinoxaline-8-carboxamide NC=1C=2N(C3=CC(=C(C=C3N1)F)C(=O)N(C1=NN(C=C1)C)CC1=C(C=C(C=C1)C(F)(F)F)F)C=NC2